Ethyl 6-(Benzyloxy)-7-hydroxypyrazolo[1,5-a]pyrimidine-5-carboxylate C(C1=CC=CC=C1)OC=1C(=NC=2N(C1O)N=CC2)C(=O)OCC